N-(2,6-difluoro-4-(2-(((3S,5S)-5-fluoropiperidin-3-yl)amino)-8-methylpyrido[3,2-d]pyrimidin-6-yl)phenyl)-1-phenylmethanesulfonamide FC1=C(C(=CC(=C1)C=1C=C(C=2N=C(N=CC2N1)N[C@@H]1CNC[C@H](C1)F)C)F)NS(=O)(=O)CC1=CC=CC=C1